C(C)(C)(C)OC(=O)N1CC(C1)C1=CC(=C2C(=NC=NN21)N)C2=CC=C(C=C2)NC(=O)C=2C(N(C(N(C2)C(C)C)=O)C2=CC=CC=C2)=O 3-(4-amino-5-(4-(1-isopropyl-2,4-dioxo-3-phenyl-1,2,3,4-tetrahydropyrimidine-5-carboxamido)phenyl)pyrrolo[2,1-f][1,2,4]triazin-7-yl)azetidine-1-carboxylic acid tert-butyl ester